Cl.Cl.FC(C(C)(C)NN)(F)F (1,1,1-trifluoro-2-methylpropan-2-yl)hydrazine dihydrochloride